C1(=CC=CC=C1)[B-](C1=CC=CC=C1)(C1=CC=CC=C1)C1=CC=CC=C1.C(C)[NH+](C1=CC=CC=C1)CC N,N-diethyl-anilinium tetraphenylborate